5,6-dihydro-11H-dibenzo[b,e]azepin-11-one C1=CC=CC=2NCC3=C(C(C21)=O)C=CC=C3